C(C)C1=C(C(=O)NC=2C=C3CCC(NC3=CC2F)=O)C=C(C=C1)C 2-ethyl-N-(7-fluoro-2-oxo-1,2,3,4-tetrahydroquinolin-6-yl)-5-methylbenzamide